1-(3-fluoro-1-bicyclo[1.1.1]pentanyl)-3-[[2-(trifluoromethyl)pyridin-4-yl]methyl]urea FC12CC(C1)(C2)NC(=O)NCC2=CC(=NC=C2)C(F)(F)F